ClC1=C(SC(=C1)[N+](=O)[O-])N1N=CC=N1 2-(3-chloro-5-nitrothiophene-2-yl)-2H-1,2,3-triazole